1-{1-[5-(2,6-dioxopiperidin-3-yl)pyridin-2-yl]piperidine-4-carbonyl}-4-methylpiperidine-4-carboxylate O=C1NC(CCC1C=1C=CC(=NC1)N1CCC(CC1)C(=O)N1CCC(CC1)(C(=O)[O-])C)=O